C1N(CCC2=CC=CC=C12)C[C@H](CN1CC(OC2=C(C1=O)C=CC(=C2)C(=O)N2C1COCC2CC1)(C)C)O 4-[(2R)-3-(3,4-dihydro-1H-isoquinolin-2-yl)-2-hydroxy-propyl]-2,2-dimethyl-8-(3-oxa-8-azabicyclo[3.2.1]octane-8-carbonyl)-3H-1,4-benzoxazepine-5-one